C(C)(C)(C)OC(=O)N1CC(C1)CN1N=C(N=C1)C1=C(C(=CC=C1)[N+](=O)[O-])OC 3-((3-(2-Methoxy-3-nitrophenyl)-1H-1,2,4-triazol-1-yl)methyl)azetidine-1-carboxylic acid tert-butyl ester